8-((1-(cyclopropylsulfonyl)cyclopropyl)methoxy)-1-methyl-2-oxo-1,2-dihydro-1,5-naphthyridine-3-carboxylic acid C1(CC1)S(=O)(=O)C1(CC1)COC=1C=CN=C2C=C(C(N(C12)C)=O)C(=O)O